tert-butyl (R)-4-(6-cyano-1-methyl-2-oxo-1,2-dihydro-1,5-naphthyridin-4-yl)-3-ethylpiperazine-1-carboxylate C(#N)C=1N=C2C(=CC(N(C2=CC1)C)=O)N1[C@@H](CN(CC1)C(=O)OC(C)(C)C)CC